Cl.FC(C(C)(C)C1=NNC(=N1)CN)=C [3-(2-fluoro-1,1-dimethyl-allyl)-1H-1,2,4-triazol-5-yl]methanamine hydrochloride